COC1=CC=C(C=C1)C1=CC(=NO1)C=1C=C(N)C=CC1 3-(5-(4-methoxyphenyl)isoxazol-3-yl)aniline